4-(4-Methoxyphenyl)-2-(((E)-(1-(2-chlorophenyl)-9-(4-fluorobenzyl)-β-carbolin-3-yl)methylene)hydrazino)-2,3-dihydrothiazole COC1=CC=C(C=C1)C=1NC(SC1)N/N=C/C=1N=C(C=2N(C3=CC=CC=C3C2C1)CC1=CC=C(C=C1)F)C1=C(C=CC=C1)Cl